Racemic-4-[2-(N-[2,2-difluorocyclopentyl]anilino)-2-oxo-ethyl]-1-(6-fluoroindoline-1-carbonyl)piperidine-4-carboxylic acid FC1([C@@H](CCC1)N(C1=CC=CC=C1)C(CC1(CCN(CC1)C(=O)N1CCC2=CC=C(C=C12)F)C(=O)O)=O)F |r|